C1(=CC=CC=C1)C1(C(NC(N1)=O)=O)C1=CC=C(C=C1)C(=O)N1CCN(CC1)C1=NC(=C(C=C1C)C)C 5-phenyl-5-{4-[4-(3,5,6-trimethylpyridin-2-yl)piperazine-1-carbonyl]phenyl}imidazolidine-2,4-dione